BrC1=CC(=CC=2C=NS(OC21)(=O)=O)C 8-bromo-6-methylbenzo[e][1,2,3]oxathiazine 2,2-dioxide